COC=1C=C(C(=C)C)C=CC1 3-methoxy-α-methylstyrene